2-((4'-((5-cyclopropyl-3-(2,6-dichlorophenyl)isoxazol-4-yl)methoxy)-[1,1'-biphenyl]-3-yl)oxy)acetic acid C1(CC1)C1=C(C(=NO1)C1=C(C=CC=C1Cl)Cl)COC1=CC=C(C=C1)C1=CC(=CC=C1)OCC(=O)O